BrC1=CC=C(OCCC#N)C=C1 3-(4-bromophenoxy)propionitrile